BrCC1=CC(=C(C(=C1)F)S(=O)(=O)N(CC1=CC=C(C=C1)OC)CC1=CC=C(C=C1)OC)F 4-(bromomethyl)-2,6-difluoro-N,N-bis(4-methoxybenzyl)benzenesulfonamide